dimethyl N-Boc-L-glutamate C(=O)(OC(C)(C)C)N[C@@H](CCC(=O)OC)C(=O)OC